F\C(=C/[C@@H](C[C@@H]1C(NCC1)=O)NC(=O)[C@H]1N(C[C@H]2[C@@H]1CCC2)C(=O)C2(C1=CC=CC=C1C=1C=CC=CC21)O)\S(=O)(=O)C (1S,3aR,6aS)-N-((R,E)-4-fluoro-4-(methylsulfonyl)-1-((R)-2-oxopyrrolidin-3-yl)but-3-en-2-yl)-2-(9-hydroxy-9H-fluorene-9-carbonyl)octahydrocyclopenta[c]pyrrole-1-carboxamide